C12CNCC(NC1)C2 3,6-diazabicyclo[3.2.1]octane